3-(4-benzyloxy-5-methyl-2-propyl-pyrazol-3-yl)-4-[(4-methoxyphenyl)methyl]-1,2,4-triazole C(C1=CC=CC=C1)OC1=C(N(N=C1C)CCC)C1=NN=CN1CC1=CC=C(C=C1)OC